tert-butyl ((4-(2-fluoro-3-nitrophenyl)-1,2-dimethyl-1H-imidazol-5-yl)methyl)(methyl)carbamate FC1=C(C=CC=C1[N+](=O)[O-])C=1N=C(N(C1CN(C(OC(C)(C)C)=O)C)C)C